COC(C(N1C(NCC1=O)=O)C1=CC(=C(C=C1)C#N)F)=O 2-(4-cyano-3-fluorophenyl)-2-(2,5-dioxoimidazolidin-1-yl)acetic acid methyl ester